2-n-propylheptanol C(CC)C(CO)CCCCC